5-(2-cyclopropoxy-pyridin-3-yl)-1-isopropyl-N-((2-methoxypyridin-3-yl)methyl)-3-methyl-1H-pyrazolo[4,3-b]pyridin-7-amine C1(CC1)OC1=NC=CC=C1C1=CC(=C2C(=N1)C(=NN2C(C)C)C)NCC=2C(=NC=CC2)OC